C(=O)C1=CC=C(C(=O)NCCC(=O)NC=2C=C(N(C2)C)C(=O)NC2=CC=C(C=C2)C=O)C=C1 4-(3-(4-formylbenzamido)propanamido)-N-(4-formylphenyl)-1-methyl-1H-pyrrole-2-carboxamide